NC=1C(=CC(=NC1C(N)=O)C(=O)O)C1=C(C(=CC=C1C)O)C 5-amino-6-carbamoyl-4-(3-hydroxy-2,6-dimethylphenyl)picolinic acid